Cl.CC(C#CCN)C 4-methyl-pent-2-yn-1-amine hydrogen chloride